titanium diborate B([O-])([O-])OB([O-])[O-].[Ti+4]